Pentacyclo[9.5.1.13,9.15,15.17,13]octasiloxane O1[SiH]2O[SiH]3O[SiH]4O[SiH]1O[SiH]5O[SiH](O2)O[SiH](O3)O[SiH](O4)O5